6-(1-(2,2-difluoroethyl)-1H-pyrazol-4-yl)-4-(4-(6-methacryloyl-2,6-diazaspiro[3.3]heptane-2-yl)phenyl)pyrazolo[1,5-a]pyridine-3-carbonitrile FC(CN1N=CC(=C1)C=1C=C(C=2N(C1)N=CC2C#N)C2=CC=C(C=C2)N2CC1(C2)CN(C1)C(C(=C)C)=O)F